3-chlorobicyclo[1.1.1]pentane-1-carboxylic acid methyl ester COC(=O)C12CC(C1)(C2)Cl